FCCN(C)C1C(N(CC1)C1=CN=CC=2C(N3C(COC21)CN(CC3)C(=O)[O-])=O)(C)C 4-(((2-fluoroethyl)(methyl)amino)-2,2-dimethylpyrrolidin-1-yl)-12-oxo-6a,7,9,10-tetrahydro-12H-pyrazino[2,1-c]pyrido[3,4-f][1,4]oxazepine-8(6H)-carboxylate